2-chloro-8-(3,3-difluorocyclopentyl)pterin ClC1(N=C2N(C=CN=C2C(N1)=O)C1CC(CC1)(F)F)N